1-[(3-fluoro-5-methyl-2-pyridinyl)methyl]-6-[3-(trifluoromethyl)phenyl]-3H-imidazo[4,5-b]pyridin-2-one FC=1C(=NC=C(C1)C)CN1C(NC2=NC=C(C=C21)C2=CC(=CC=C2)C(F)(F)F)=O